C(C)(C)(C)N(C(=O)OC[C@H](NC(C=[N+]=[N-])=O)C(=O)O)C1=NC=CC(=C1)C(COC)N diazoacetyl-serine tert-butyl-(4-(1-amino-2-methoxyethyl)pyridin-2-yl)carbamate